C(C)N(C1=CC=C(C=C1)C1=CC(=CC=2CNS(OC21)(=O)=O)F)CC 8-(4-(diethylamino)phenyl)-6-fluoro-3,4-dihydrobenzo[e][1,2,3]oxathiazine 2,2-Dioxide